(2-methoxyphenyl)(4-methoxyphenyl)(3-phenyl-1H-indol-2-yl)methanol COC1=C(C=CC=C1)C(O)(C=1NC2=CC=CC=C2C1C1=CC=CC=C1)C1=CC=C(C=C1)OC